ClC1=CC=C(C[C@H]2CO[C@H](CN2C(=O)OC(C)(C)C)C(NC(C)C)=O)C=C1 tert-butyl (2R,5S)-5-(4-chlorobenzyl)-2-(isopropylcarbamoyl)morpholine-4-carboxylate